5-methoxy-7-(1-methyl-6-oxo-1,6-dihydropyridin-3-yl)-N-(3-(methylamino)-3-oxopropyl)-N-((5-methylfuran-2-yl)methyl)benzo[b]thiophene-2-carboxamide COC1=CC2=C(SC(=C2)C(=O)N(CC=2OC(=CC2)C)CCC(=O)NC)C(=C1)C1=CN(C(C=C1)=O)C